3-butyl-2-oxazolidinone C(CCC)N1C(OCC1)=O